C(\C=C\CCCCCCCCC)O trans-2-dodecaenol